C1(CC1)C=1C=NC(=NC1)C=1C(=NC=CN1)C(C)=O 1-[3-(5-cyclopropyl-pyrimidin-2-yl)pyrazin-2-yl]ethanone